CC(CCOC=1C=CC=C2C=CC(=NC12)N)C 8-(3-Methyl-butoxy)-quinolin-2-ylamine